N-(tert-butyl)benzenesulfonamide trifluoroacetate FC(C(=O)O)(F)F.C(C)(C)(C)NS(=O)(=O)C1=CC=CC=C1